(R)-N-(2-fluoro-4-(2-(((3S,5R)-5-(fluoromethyl)piperidin-3-yl)amino)-8-isopropyl-7-oxo-7,8-dihydropteridin-6-yl)phenyl)-1-phenylethane-1-sulfonamide FC1=C(C=CC(=C1)C1=NC=2C=NC(=NC2N(C1=O)C(C)C)N[C@@H]1CNC[C@@H](C1)CF)NS(=O)(=O)[C@H](C)C1=CC=CC=C1